N1(C=NC=C1)C(=O)C1=NC=C(C=C1)C 1H-imidazol-1-yl-(5-methylpyridin-2-yl)methanone